6-((4-methylpiperazin-1-yl)methyl)-N2-(p-tolyl)-1,3,5-triazine-2,4-diamine CN1CCN(CC1)CC1=NC(=NC(=N1)NC1=CC=C(C=C1)C)N